O(C#N)C1=CC2=CC(=CC=C2C=C1)OC#N 2,7-Dicyanatonaphthalen